C1(=CC=CC=C1)[C@@H]1[C@H](C1)NC(=O)C1C(CNC1)C(=O)N N4-((1S,2R)-2-phenyl-cyclopropyl)-pyrrolidine-3,4-dicarboxamide